FC1(CN(C[C@H]([C@@H]1NC(=O)C=1C=2N(C=C(C1)C#CCNC1=C(C=C(C(=C1)F)C(NC)=O)OC)C(=CN2)SC(F)(F)F)C)C)F trans-N-[3,3-difluoro-1,5-dimethyl-4-piperidyl]-6-[3-[5-fluoro-2-methoxy-4-(methylcarbamoyl)anilino]prop-1-ynyl]-3-(trifluoromethyl-sulfanyl)imidazo[1,2-a]pyridine-8-carboxamide